tert-butyl 3-(4-bromophenyl)-3-fluoroazetidine-1-carboxylate BrC1=CC=C(C=C1)C1(CN(C1)C(=O)OC(C)(C)C)F